FC(C1=CC=C(C=C1)\C=C\OC)(F)F (E)-1-trifluoromethyl-4-(2-methoxyvinyl)benzene